Cl.C1(CCC1)N[C@H]1[C@@H](C1)C=1C=C(SC1C)C(=O)NC=1SC(=NN1)C 4-((1S,2R)-2-(cyclobutylamino)cyclopropyl)-5-methyl-N-(5-methyl-1,3,4-thiadiazol-2-yl)thiophene-2-carboxamide Hydrochloride